C(C)(=O)C(C(C(C)=O)=O)C(C)=O diacetyl-(butane-2,3-dione)